COC1=C(C=C(C=C1)C2=C3C4=CC(=C(C=C4C=CN3C5=C2C6=CC(=C(C=C6OC5=O)OS(=O)(=O)[O-])OC)OC)OC)O.[Na+] The molecule is an organic sodium salt of lamellarin alpha 20-hydrogen sulfate. It is isolated from an unidentified ascidian (IIC-197) and exhibits inhibitory activity against HIV-1 integrase. It has a role as a metabolite and a HIV-1 integrase inhibitor. It contains a lamellarin alpha 20-sulfate(1-).